P(O)(=O)(OP(=O)(O)O)OC[C@@H]1[C@H]([C@H]([C@@](O1)(N1C(=O)NC(=O)C=C1)S)O)O mercapto-uridine diphosphate